N-[[6-(3,4-Dimethoxyphenoxy)-2-pyridyl]sulfonyl]-2-(2,2,4-trimethylpyrrolidin-1-yl)pyridin-3-carboxamid COC=1C=C(OC2=CC=CC(=N2)S(=O)(=O)NC(=O)C=2C(=NC=CC2)N2C(CC(C2)C)(C)C)C=CC1OC